3-(difluoromethyl)-9-methyl-3,4,7,15-tetraazatricyclo[12.3.1.02,6]Octadeca-1(18),2(6),4,14,16-pentaen-8-one FC(N1C=2C=3C=CN=C(CCCCC(C(NC2C=N1)=O)C)C3)F